NC1=C(C=C(N=N1)C1=C(C=CC=C1)O)C#CC1CNCC1 2-(6-Amino-5-(pyrrolidin-3-ylethynyl)pyridazin-3-yl)phenol